4-chloro-6-(1-methyl-1H-pyrazol-4-yl)thieno[3,2-d]pyrimidine ClC=1C2=C(N=CN1)C=C(S2)C=2C=NN(C2)C